C1(CCCCC1)N[C@@H]1[C@H](CCC[C@H]1F)CC=1C=C2CN(C(C2=CC1)=O)C1C(NC(CC1)=O)=O |o1:7,8,12| 3-(5-(((1R,2R,3R)-rel-2-(cyclohexylamino)-3-fluorocyclohexyl)methyl)-1-oxoisoindolin-2-yl)piperidine-2,6-dione